OC1(CCN(CC1)C(C[C@@H](C)C1=CC=CC=C1)=O)CN1C=NC=2C(C1=O)=NN(C2C2=CC(=CC=C2)CN2CCOCC2)C (R)-6-((4-Hydroxy-1-(3-phenylbutanoyl)piperidin-4-yl)methyl)-2-methyl-3-(3-(morpholinomethyl)phenyl)-2H-pyrazolo[4,3-d]pyrimidin-7(6H)-one